tert-butyl 3-[1-[1-[(4-methoxyphenyl)methyl]-2,6-dioxo-3-piperidyl]-3-methyl-2-oxo-benzimidazol-4-yl]-3,6-diazabicyclo[3.1.1]heptane-6-carboxylate COC1=CC=C(C=C1)CN1C(C(CCC1=O)N1C(N(C2=C1C=CC=C2N2CC1N(C(C2)C1)C(=O)OC(C)(C)C)C)=O)=O